C1=NC=C(C2=CC=CC=C12)C1=CC(=NC2=C(N=CC=C12)C1=CC=NN1)N1CCOCC1 4-(isoquinolin-4-yl)-2-(morpholin-4-yl)-8-(1H-pyrazol-5-yl)-1,7-naphthyridine